(1R,2R,4R,9S,17S)-4-[4-[[4-[(E)-3-(3,4-Dichlorophenyl)prop-2-enoyl]-3-hydroxyphenoxy]methyl]triazol-1-yl]-7,13-diazatetracyclo[7.7.1.02,7.013,17]heptadecan-6-one ClC=1C=C(C=CC1Cl)/C=C/C(=O)C1=C(C=C(OCC=2N=NN(C2)[C@@H]2C[C@@H]3[C@H]4CCCN5CCC[C@@H](CN3C(C2)=O)[C@@H]45)C=C1)O